2-oxa-7-azaspiro[4.4]non-3-en-7-yl-prop-2-en-1-one C1OC=CC12CN(CC2)C(C=C)=O